C(OCC)(OC(C)C(C)CC1=C(C=CC=C1)OCC(C=1SC=CC1)=O)=O ethyl (3-(2-(2-oxo-2-(thiophen-2-yl) ethoxy) phenyl) propan-2-yl-1-ethyl) carbonate